C(C1=CC=CO1)NCCNCC1=CC(=C(C(=C1)OC)OC)CNCCNCC1=CC=CO1 1,3-Bis((2-furfurylaminoethyl)aminomethyl)-4,5-dimethoxy-benzol